FC=1C(NC(N(C1)C1O[C@@H]([C@@H](C1)O)CO)=O)=O 5-fluoro-1-((4R,5R)-4-hydroxy-5-(hydroxymethyl)tetrahydrofuran-2-yl)pyrimidine-2,4(1H,3H)-dione